4,6-bis(2,4-dimethylphenyl)-s-triazine CC1=C(C=CC(=C1)C)C1=NC=NC(=N1)C1=C(C=C(C=C1)C)C